C(C)(C)(C)OC(=O)N1CC(C1)C(NC1=NN(C(=C1)O)C(C)C)=O 3-{[5-hydroxy-1-(propan-2-yl)-1H-pyrazol-3-yl]carbamoyl}azetidine-1-carboxylic acid tert-butyl ester